N[C@H](CCN1CCN(CC1)C(=O)OCC(Cl)(Cl)Cl)CSC1=CC=CC=C1 (R)-2,2,2-trichloroethyl 4-(3-amino-4-(phenylthio)butyl)piperazine-1-carboxylate